(3,5-dichloro-4-((1-(2-methoxyethyl)-6-oxo-1,6-dihydropyridin-3-yl)oxy)phenyl)-5-oxo-4,5-dihydro-1,2,4-oxadiazole-3-carboxamide ClC=1C=C(C=C(C1OC1=CN(C(C=C1)=O)CCOC)Cl)N1C(=NOC1=O)C(=O)N